C1(CC1)C=1C=C(C=2N(C1)C=C(N2)CNCC(=O)OCC2=CC=CC=C2)N2C(N(C(C2)=O)C)=O benzyl ((6-cyclopropyl-8-(3-methyl-2,4-dioxoimidazolidin-1-yl)imidazo[1,2-a]pyridin-2-yl)methyl)glycinate